zinc dibenzyl disulfide thiophosphate P(=S)([O-])([O-])[O-].C(C1=CC=CC=C1)SSCC1=CC=CC=C1.[Zn+2].P(=S)([O-])([O-])[O-].[Zn+2].[Zn+2]